BrC=1C(=NC=C(C1)Cl)C(C(=O)OC)(C)C methyl 2-(3-bromo-5-chloropyridin-2-yl)-2-methylpropionate